5-(bromomethyl)-1-toluenesulfonate BrCC=1C=CCC(C)(C1)S(=O)(=O)[O-]